C(=C)C1C(N(CC1)[2H])=O vinylpyrrolidone-d